1-benzyl-N5-((1R,2R)-2-(hydroxymethyl)cyclopropyl)-N3-methyl-2-oxo-1,2-Dihydropyridine-3,5-dicarboxylic acid diamide C(C1=CC=CC=C1)N1C(C(=CC(=C1)C(=O)N[C@H]1[C@@H](C1)CO)C(=O)NC)=O